((3aR,3bR,4aS,5R,5aS)-5-(4-chloro-7H-pyrrolo[2,3-d]pyrimidin-7-yl)-2,2-dimethyltetrahydrocyclopropa[3,4]cyclopenta[1,2-d][1,3]dioxol-3b(3aH)-yl)methyl 4-methylbenzenesulfonate CC1=CC=C(C=C1)S(=O)(=O)OC[C@@]12[C@@H]([C@H]([C@@H]3OC(O[C@@H]31)(C)C)N3C=CC1=C3N=CN=C1Cl)C2